O1C=NC=CCC1 6,7-dihydro-1,3-oxaazepine